styrene-maleic acid anhydride C(=CC1=CC=CC=C1)/C/1=C/C(=O)OC1=O